tert-butyl 5-((2,6-dioxopiperidin-3-yl)amino)isoindoline-2-carboxylate O=C1NC(CCC1NC=1C=C2CN(CC2=CC1)C(=O)OC(C)(C)C)=O